COC(\C(=C\C=1SC=CC1)\C)=O (E)-2-methyl-3-(thiophen-2-yl)acrylic acid methyl ester